1,1-dimethylolpropane C(O)C(CC)CO